(E)-3-phenyl-1-(pyridine-2-yl)prop-2-en-1-one C1(=CC=CC=C1)/C=C/C(=O)C1=NC=CC=C1